3-((4-methoxypiperidin-1-yl)carbonyl)-1,5,7-trimethyl-1,5-dihydro-4H-pyrrolo[3,2-c]pyridin-4-one COC1CCN(CC1)C(=O)C1=CN(C2=C1C(N(C=C2C)C)=O)C